2-[[(1R)-1-(3-Iodo-6-methyl-4-oxo-2-phenyl-chromen-8-yl)ethyl]amino]benzoic acid IC1=C(OC2=C(C=C(C=C2C1=O)C)[C@@H](C)NC1=C(C(=O)O)C=CC=C1)C1=CC=CC=C1